N-(1-(4-fluorophenyl)ethyl)-2-methylpyrazolo[1,5-a]quinazolin-5-amine FC1=CC=C(C=C1)C(C)NC1=NC=2N(C3=CC=CC=C13)N=C(C2)C